C(C1=CC=CC=C1)(=O)OOCCCCCCCCCCCCCCO (14-hydroxytetradecyloxy) benzoate